(3S,4S)-3-hexyl-4-[(S)-2-hydroxytridecyl]oxetan-2-one C(CCCCC)[C@@H]1C(O[C@H]1C[C@H](CCCCCCCCCCC)O)=O